tetramethylbutaneDinitrile CC(C(C#N)(C)C)(C#N)C